tert-butyl 3-((6-((6S,8R)-7-(2,2-difluoroethyl)-8-methyl-3-(tetrahydro-2H-pyran-2-yl)-6,7,8,9-tetrahydro-3H-pyrazolo[4,3-J]isoquinolin-6-yl)pyridin-3-yl)amino)azetidine-1-carboxylate FC(CC1C2[C@H](CN=C3C2(C=C[C@@H]1C1=CC=C(C=N1)NC1CN(C1)C(=O)OC(C)(C)C)C(N=N3)C3OCCCC3)C)F